O=C1N(CCC(N1)=O)C=1C=C(C(=O)N2CCC(CC2)OC2CCN(CC2)C(=O)OC(C)(C)C)C=CC1OC tert-butyl 4-((1-(3-(2,4-dioxotetrahydropyrimidin-1(2H)-yl)-4-methoxybenzoyl)piperidin-4-yl)oxy)piperidine-1-carboxylate